ClC=1C=C(C=C(C1N1CC(CN(S1(=O)=O)CC(=O)NC1C2CC3(CC(CC1C3)C2)C(=O)N)C)Cl)C2=C(C=C(C=C2)F)F 4-(2-(6-(3,5-dichloro-2',4'-difluoro-[1,1'-biphenyl]-4-yl)-4-methyl-1,1-dioxido-1,2,6-thiadiazinan-2-yl)acetamido)adamantane-1-carboxamide